O1CCN(CC1)CCOC=1C=CC2=C(NC(=N2)C=2C=C(C=CC2)NC2=NC=C(C=N2)C=2N=NC=CC2)C1 N-(3-(6-(2-morpholinoethoxy)-1H-benzo[d]imidazol-2-yl)phenyl)-5-(pyridazin-3-yl)pyrimidin-2-amine